2-(3-(benzyloxy)propoxy)-7-bromo-1-methyl-1H-imidazo[4,5-d]thieno[3,2-b]pyridin-4-amine C(C1=CC=CC=C1)OCCCOC1=NC=2C(=C3C(=NC2N)C=C(S3)Br)N1C